3-(dimethylamino)-N-(3-(2-(4-(4-ethoxy-6-oxo-1H-pyridin-3-yl)-2-fluorophenyl)acetamido)-5-(trifluoromethyl)phenyl)propionamide CN(CCC(=O)NC1=CC(=CC(=C1)C(F)(F)F)NC(CC1=C(C=C(C=C1)C1=CNC(C=C1OCC)=O)F)=O)C